F[C@@H]1CN(CC[C@@]1(O)C)C=1N=NC=C(N1)NC=1N=CC2=C(C=CC(=C2C1)C(C)C)N1[C@@H]([C@H](C1)CS(=O)(=O)C)C (3R,4S)-3-fluoro-1-[5-({8-[(2R,3S)-3-(methanesulfonylmeth-yl)-2-methylazetidin-1-yl]-5-(propan-2-yl)isoquinolin-3-yl}amino)-1,2,4-triazin-3-yl]-4-methylpiperidin-4-ol